ClC1=C(C(=CC=C1)C)NC(=O)C1=CN=C(S1)NC1=NC(=NC(=C1)NCC1=CC(=C(C=C1)C1C(NC(CC1)=O)=O)F)C N-(2-chloro-6-methylphenyl)-2-((6-((4-(2,6-dioxopiperidin-3-yl)-3-fluorobenzyl)amino)-2-methylpyrimidin-4-yl)amino)thiazole-5-carboxamide